15E-eicosapentaenoic acid C(C=CC=CC=CC=CC=CCCCCCCCCC)(=O)O